dinaphthyl-bis(ethoxymethyl)silane C1(=CC=CC2=CC=CC=C12)[Si](COCC)(COCC)C1=CC=CC2=CC=CC=C12